8-(1-methyl-1H-pyrazol-5-yl)-4-(trifluoromethyl)-1,3,4,5-tetrahydro-6H-pyrano[4,3-b]thieno[3,2-d]pyridin-6-one CN1N=CC=C1C1=CC=2C3=C(NC(C2S1)=O)C(COC3)C(F)(F)F